6-(1-((2R,5S)-2,5-dimethylpiperazin-1-yl)ethyl)quinoxaline tert-Butyl-(S)-4-(7-(4-cyanopyridin-2-yl)-5-morpholino-7H-pyrrolo[2,3-d]pyrimidin-4-yl)-3-methylpiperazine-1-carboxylate C(C)(C)(C)OC(=O)N1C[C@@H](N(CC1)C=1C2=C(N=CN1)N(C=C2N2CCOCC2)C2=NC=CC(=C2)C#N)C.C[C@H]2N(C[C@@H](NC2)C)C(C)C=2C=C1N=CC=NC1=CC2